CSC=1N=CC2=C(N1)N(C(C=C2C#C[Si](C(C)C)(C(C)C)C(C)C)=O)C2CN(CC2)C(=O)OC(C)(C)C tert-butyl 3-[2-(methylsulfanyl)-7-oxo-5-[2-(triisopropylsilyl)ethynyl]pyrido[2,3-d]pyrimidin-8-yl]pyrrolidine-1-carboxylate